Ethylparaben Sodium [Na].C(C)OC(=O)C1=CC=C(O)C=C1